(3R)-3-amino-5-[(4-chlorophenyl)methyl]-8-fluoro-7-[2-(1-methyl-3-piperidyl)tetrazol-5-yl]-1,1-dioxo-2,3-dihydro-1λ6,5-benzothiazepin-4-one N[C@H]1CS(C2=C(N(C1=O)CC1=CC=C(C=C1)Cl)C=C(C(=C2)F)C=2N=NN(N2)C2CN(CCC2)C)(=O)=O